FC1=CC=C(C=C1)NC(=C1C(N(C(CC1=O)C1=CC=C(C=C1)C(F)(F)F)C)=O)NC 3-(((4-fluorophenyl)amino)(methylamino)methylene)-1-methyl-6-(4-(trifluoromethyl)phenyl)piperidine-2,4-dione